(3,5-dichloro-4-((3-methoxy-1H-indazol-5-yl)oxy)phenyl)-3,5-dioxo-2,3,4,5-tetrahydro-1,2,4-triazine-6-carbonitrile ClC=1C=C(C=C(C1OC=1C=C2C(=NNC2=CC1)OC)Cl)N1N=C(C(NC1=O)=O)C#N